O=C1N([C@@H]2CC[C@H](N1C2)C(=O)NNC(CNC(OC(C)(C)C)=O)=O)OS(=O)(=O)O.[NH+]2=CC=CC=C2 |r| pyridinium tert-butyl [2-(2-{[(2SR,5RS)-7-oxo-6-(sulfooxy)-1,6-diazabicyclo[3.2.1]oct-2-yl]carbonyl}hydrazinyl)-2-oxoethyl]carbamate